NCC1=CC=C(C(=N1)OC=1C(=C(C=CC1)C[C@@H]1N(CC([C@@H]1NS(=O)(=O)C(C)C)(F)F)C(=O)OC(C)(C)C)F)C tert-Butyl (2S,3R)-2-[(3-{[6-(aminomethyl)-3-methylpyridin-2-yl]oxy}-2-fluorophenyl)methyl]-4,4-difluoro-3-[(propane-2-sulfonyl)amino]pyrrolidine-1-carboxylate